C(C)OC[C@H](C(CC)(O)CC)NC1=C(C=NC2=CC=CC=C12)[N+](=O)[O-] (2R)-1-ethoxy-3-ethyl-2-[(3-nitro-4-quinolinyl)amino]pentan-3-ol